diphosphine chloride [Cl-].P.P